ClC1=CC2=C(C(=N1)C)N=C(N2)CC(=O)OCC ethyl (6-chloro-4-methyl-1H-imidazo[4,5-c]pyridin-2-yl)acetate